C(C)C1=C2C=C(NC2=CC(=C1)F)C(=O)N(C)[C@H]1COCC=2NC(C=3C=C(C=CC3C21)F)=O |r| Racemic-4-ethyl-6-fluoro-N-(8-fluoro-6-oxo-1,4,5,6-tetrahydro-2H-pyrano[3,4-c]isoquinolin-1-yl)-N-methyl-1H-indole-2-carboxamide